ClC1=CC=C(C=C1)NC(N([C@@H](C)C1=CNC(C2=CC=CC=C12)=O)C)=O (S)-3-(4-chlorophenyl)-1-methyl-1-(1-(1-oxo-1,2-dihydroisoquinolin-4-yl)ethyl)urea